(S)-7-(4-(2-fluorophenyl)-1H-imidazol-2-yl)-7-(6-(isoxazol-3-yl)-6-oxohexyl)azepan-2-one (2R,3R)-2,3-dihydroxysuccinate O[C@@H](C(=O)O)[C@H](C(=O)O)O.FC1=C(C=CC=C1)C=1N=C(NC1)[C@@]1(CCCCC(N1)=O)CCCCCC(=O)C1=NOC=C1